(E)-1-Hydroxy-4-[4-[(E)-3-oxo-3-phenylprop-1-enyl]phenyl]but-3-en-2-one OCC(\C=C\C1=CC=C(C=C1)\C=C\C(C1=CC=CC=C1)=O)=O